C(C)(C)(C)OC(C(C#C[Si](CC)(CC)CC)(C(C=O)C)O)=O 2-hydroxy-2-(1-oxoprop-2-yl)-4-(triethylsilyl)but-3-ynoic acid tert-butyl ester